O=S1(NC=C(C=N1)O)=O 1,1-dioxo-1,2,6-thiadiazin-4-ol